C(C)(C)(C)OC(=O)N1CC(N(CC1)C1=C(N=NC(=C1)Cl)Cl)C(C)O 4-(3,6-dichloropyridazin-4-yl)-3-(1-hydroxyethyl)piperazine-1-carboxylic acid tert-butyl ester